N-(5-((6-((R)-3-(3-chlorophenyl)-isoxazolidine-2-yl)pyrimidine-4-yl)amino)-2-(4-(4-cyclobutylpiperazine-1-yl)piperidine-1-yl)-4-methoxyphenyl)acrylamide ClC=1C=C(C=CC1)[C@@H]1N(OCC1)C1=CC(=NC=N1)NC=1C(=CC(=C(C1)NC(C=C)=O)N1CCC(CC1)N1CCN(CC1)C1CCC1)OC